2-((1s,2r)-1-(5-chloro-2-cyanophenyl)-1-phenylpropan-2-yl)-5-hydroxy-N-(isoxazol-4-yl)-1-methyl-6-oxo-1,6-dihydropyrimidine-4-carboxamide ClC=1C=CC(=C(C1)[C@@H]([C@@H](C)C=1N(C(C(=C(N1)C(=O)NC=1C=NOC1)O)=O)C)C1=CC=CC=C1)C#N